6-chloropyrimidin-4-amine ClC1=CC(=NC=N1)N